5-(4-(2-(4-(2-(2,6-dioxopiperidin-3-yl)-1,3-dioxoisoindolin-5-yl)piperazin-1-yl)ethoxylpiperidin-1-yl)pyridin-2-yl)piperidine-4-carboxamide O=C1NC(CCC1N1C(C2=CC=C(C=C2C1=O)N1CCN(CC1)CCOC1N(CCCC1)C1=CC(=NC=C1)C1C(CCNC1)C(=O)N)=O)=O